FC=1C=C(CC=2C=C3C(=NNC3=CC2)NC(C2=C(C=C(C=C2)N2CCN(CC2)CC=2C=C3CN(C(C3=CC2F)=O)C2C(NC(CC2)=O)=O)NC2CCOCC2)=O)C=C(C1)F N-(5-(3,5-difluorobenzyl)-1H-indazol-3-yl)-4-(4-((2-(2,6-dioxopiperidin-3-yl)-6-fluoro-1-oxoisoindoline-5-yl)methyl)piperazin-1-yl)-2-((tetrahydro-2H-pyran-4-yl)amino)benzamide